trans-(3-((3-(aminomethyl)phenyl)sulfonyl)-5-cyclohexylpiperidin-1-yl)(1,1-dioxidothiomorpholino)methanone NCC=1C=C(C=CC1)S(=O)(=O)[C@@H]1CN(C[C@H](C1)C1CCCCC1)C(=O)N1CCS(CC1)(=O)=O